COC=1C=C2C(=CC=NC2=CC1OC)OC1=C(C=C(C=C1)C1=C(N(C(C(=C1)C(=O)N)=O)C1=CC=C(C=C1)F)C(=O)N)F (4-((6,7-dimethoxyquinolin-4-yl)oxy)-3-fluorophenyl)-1-(4-fluorophenyl)-6-oxo-1,6-dihydropyridine-2,5-dicarboxamide